Tert-butyl (Z)-3-(methyl(4-(N'-((2'-methyl-2-(trifluoromethyl)-[1,1'-biphenyl]-4-carbonyl) oxy)carbamimidoyl)-2-nitro-benzyl)-amino)propanoate CN(CCC(=O)OC(C)(C)C)CC1=C(C=C(C=C1)/C(/N)=N/OC(=O)C1=CC(=C(C=C1)C1=C(C=CC=C1)C)C(F)(F)F)[N+](=O)[O-]